5-(4,4,5,5-tetramethyl-1,3,2-dioxaborolan-2-yl)-7-p-toluenesulfonyl-7H-pyrrolo[2,3-d]Pyrimidine CC1(OB(OC1(C)C)C1=CN(C=2N=CN=CC21)S(=O)(=O)C2=CC=C(C)C=C2)C